4-[(2-trimethylsiloxyphenyl)thio]benzophenone C[Si](OC1=C(C=CC=C1)SC1=CC=C(C(=O)C2=CC=CC=C2)C=C1)(C)C